N-((Z)-N'-((Z)-(3-(4-chlorophenyl)-4-phenyl-5,6-dihydropyridazin-1(4H)-yl)(((4-(trifluoromethyl)phenyl)sulfonyl)imino)methyl)carbamimidoyl)acetamide ClC1=CC=C(C=C1)C1=NN(CCC1C1=CC=CC=C1)\C(\N=C(\N)/NC(C)=O)=N/S(=O)(=O)C1=CC=C(C=C1)C(F)(F)F